ClC=1C=NC=C(C1C(O)C1=CC(=C(C=C1)F)C1=NC=NC2=CC(=CC=C12)N1CCOCC1)F (3-Chloro-5-fluoro-pyridin-4-yl)-[4-fluoro-3-(7-morpholin-4-yl-quinazolin-4-yl)phenyl]-methanol